Cl.C(C1=CC=CC=C1)OC1=NN(C(=C1)C)C1CCNCC1 4-(3-(benzyloxy)-5-methyl-1H-pyrazol-1-yl)piperidine HCl salt